ClC1=CC=C(CN2N=C(C=CC2=O)C2=CC=C(OCC#N)C=C2)C=C1 2-(4-(1-(4-chlorobenzyl)-6-oxo-1,6-dihydropyridazin-3-yl)phenoxy)acetonitrile